1-(2-methoxyethyl)-3-methylimidazolium COCCN1C=[N+](C=C1)C